tert-butyl (7R/S,9aR/S)-7-methyl-6-oxooctahydro-2H-pyrazino[1,2-a]pyrazine-2-carboxylate C[C@H]1NC[C@H]2N(CCN(C2)C(=O)OC(C)(C)C)C1=O |r|